C(C=C)OC(=O)C(C)CCCCCCCC.BrC=1SC=CC1CCO[Si](C1=CC=CC=C1)(C1=CC=CC=C1)C(C)(C)C (2-(2-bromothien-3-yl)ethoxy)(tert-butyl)diphenylsilane Allyl-decane-2-carboxylate